2-(5,7-Difluoro-2-methyl-1H-indol-3-yl)ethan-1-aminium chloride [Cl-].FC=1C=C2C(=C(NC2=C(C1)F)C)CC[NH3+]